4-chloro-2-(1,1-dimethylethyl)-5-[[2-(2,6-dimethyl-4-phenoxyphenoxy)ethyl]thio]-3(2H)-pyridazinone ClC=1C(N(N=CC1SCCOC1=C(C=C(C=C1C)OC1=CC=CC=C1)C)C(C)(C)C)=O